C(C)OC1=C(C=C(C=C1)/C=C/C(=O)N1CCN(CC1)C(C1=C(C=CC=C1)F)=O)OC (E)-3-(4-ethoxy-3-methoxyphenyl)-1-(4-(2-fluorobenzoyl)piperazin-1-yl)prop-2-en-1-one